[2-(6-Fluoro-2,4-dimethyl-indol-1-yl)-ethyl]-{6-[4-(1H-imidazol-4-yl)-phenyl]-pyrimidin-4-yl}-amin FC1=CC(=C2C=C(N(C2=C1)CCNC1=NC=NC(=C1)C1=CC=C(C=C1)C=1N=CNC1)C)C